C(C)NC(=O)NC1=NC2=C(N1)C=CC(=C2)C2=C(C=CC(=C2)CC2=NNC(C1=CC=CC=C21)=O)OCCOC 1-Ethyl-3-(5-(2-(2-methoxyethoxy)-5-((4-oxo-3,4-dihydrophthalazin-1-yl)methyl)phenyl)-1H-benzoimidazol-2-yl)urea